O(C1=CC=CC=C1)CC(C(=O)O)CC 2-(phenoxymethyl)butanoic acid